3-(benzo[d]thiazol-6-yl)-2-(6-methylpyridin-2-yl)-6-(1-(methylsulfonyl)-1H-pyrazol-4-yl)-2H-pyrazolo[3,4-c]pyridin-7(6H)-one S1C=NC2=C1C=C(C=C2)C=2N(N=C1C(N(C=CC12)C=1C=NN(C1)S(=O)(=O)C)=O)C1=NC(=CC=C1)C